FC(C1CN(CC12CC2)C=2C=1N(N=C(C2)C=2C(NC(NC2)=O)=O)C=CN1)F 5-(8-(7-(difluoromethyl)-5-azaspiro[2.4]heptan-5-yl)imidazo[1,2-b]pyridazin-6-yl)pyrimidine-2,4(1H,3H)-dione